N1=CC=C(C=C1)CN1N=C(N=N1)C1=CC=C(C=C1)S(=O)(=O)NCC(=O)N 2-(4-(2-(pyridin-4-ylmethyl)-2H-tetrazol-5-yl)phenylsulfonylamino)acetamide